BrC=1C=C(C(=C(C1)C(=C)C)I)C(=C)C 5-bromo-2-iodo-1,3-di(prop-1-en-2-yl)benzene